O[C@H](C(=O)O)C(C1=CC=CC=C1)(C1=CC=CC=C1)OC (S)-2-hydroxy-3-methoxy-3,3-diphenyl-propionic acid